FC1=CC=C(C=C1)C1=C(C(=NC2=C(C3=C(C=C12)C=NN3)C)C=3C(=NC(=CC3)OC)C(=O)O)C(C)C [5-(4-fluorophenyl)-6-isopropyl-9-methyl-1H-pyrazolo[4,3-g]quinolin-7-yl]-6-methoxy-pyridine-2-carboxylic acid